9-(4-chloro-2-fluoro-phenyl)-7-[(2S,4R)-2-(5-cyclopropyl-1,2,4-oxadiazol-3-yl)tetrahydropyran-4-yl]-2,3-dimethyl-pyrimido[1,2-b]pyridazin-4-one ClC1=CC(=C(C=C1)C=1C=2N(N=C(C1)[C@H]1C[C@H](OCC1)C1=NOC(=N1)C1CC1)C(C(=C(N2)C)C)=O)F